OC(C(C)=O)CO 3,4-dihydroxybutanone